2-(1-methyl-1H-pyrazol-4-yl)-4-[(1S,4R)-5-(1,3-oxazol-4-ylcarbonyl)-2,5-diazabicyclo[2.2.1]hept-2-yl]pyrimidine-5-carbonitrile CN1N=CC(=C1)C1=NC=C(C(=N1)N1[C@@H]2CN([C@@H](C1)C2)C(=O)C=2N=COC2)C#N